5-(methoxymethyl)phenyl-dimethylphosphine mesylate S(C)(=O)(=O)O.COCC=1C=CC=C(C1)P(C)C